BrC(C(=O)O)(CC1=C(C(=CC=C1)OC)OC)N bromo-2-amino-3-(2,3-dimethoxyphenyl)propionic acid